4-(2-(4-chlorophenoxy)-2-methylpropanamido)benzo[b]thiophene-2-carboxamide ClC1=CC=C(OC(C(=O)NC2=CC=CC=3SC(=CC32)C(=O)N)(C)C)C=C1